benzyl (1R,5S,6R)-6-methyl-3,8-diazabicyclo[3.2.1]octane-8-carboxylate C[C@H]1[C@H]2CNC[C@@H](C1)N2C(=O)OCC2=CC=CC=C2